(R)-(2-((1-hydroxypropan-2-yl)amino)-5,6,7,8-tetrahydropyrimido[4',5':3,4]cyclohepta[1,2-b]indol-9-yl)dimethylphosphine oxide OC[C@@H](C)NC=1N=CC2=C(C3=C(NC=4C(=CC=CC34)P(C)(C)=O)CCC2)N1